(1R,2R,3R,4S,5R,6S)-3,6-dimethoxy-1,2,4,5-cyclohexanetetrol COC1[C@@H]([C@H](C([C@@H]([C@@H]1O)O)OC)O)O